6-(2-Fluoro-4-methylphenyl)-5-[6-[(3S)-1-(3-fluoropropyl)pyrrolidin-3-yl]oxy-3-pyridyl]-8,9-dihydro-7H-benzo[7]annulen-2-ol FC1=C(C=CC(=C1)C)C1=C(C2=C(CCC1)C=C(C=C2)O)C=2C=NC(=CC2)O[C@@H]2CN(CC2)CCCF